OC1=CC=C2C(C=COC2=C1OC)=O 7-hydroxy-8-methoxy-4H-chromen-4-one